OC1(CCN(CC1)C(=O)OC(C)(C)C)C1=CC=2N(C=C1OC)N=CC2I tert-butyl 4-hydroxy-4-(3-iodo-6-methoxypyrazolo[1,5-a]pyridin-5-yl)piperidine-1-carboxylate